[N+](=O)([O-])C1=C(C=C(C=C1)NC(OC(C)(C)C)=O)NC[C@H]1OCC1 tert-butyl (S)-(4-nitro-3-((oxetan-2-ylmethyl)amino)phenyl)carbamate